NC=1C2=C(N=CN1)N(C=C2)[C@@H]2C=C([C@H]([C@H]2O)O)CCC2=CC=C1C3(C(=NC1=C2)N)CCC3 (1S,2R,5R)-5-(4-amino-7H-pyrrolo[2,3-d]pyrimidin-7-yl)-3-(2-(2'-aminospiro[cyclobutane-1,3'-indol]-6'-yl)ethyl)cyclopent-3-ene-1,2-diol